6-(4-amino-1-tert-butyl-pyrazolo[3,4-d]pyrimidin-3-yl)-N-(2-methoxyethoxy)-1H-indole-2-carboxamide NC1=C2C(=NC=N1)N(N=C2C2=CC=C1C=C(NC1=C2)C(=O)NOCCOC)C(C)(C)C